C(C)(=O)OCC(OC(C)=O)CO 1,2-diacetyl-glycerol